7-((3-(2,3-dichloro-6-fluorophenyl)pyrrolidin-3-yl)amino)-4-fluoro-2-methylisoquinolin-1(2H)-one hydrochloride Cl.ClC1=C(C(=CC=C1Cl)F)C1(CNCC1)NC1=CC=C2C(=CN(C(C2=C1)=O)C)F